((1R,4r)-4-(((4-((R)-8-phenyl-7,8-dihydro-6H-pyrrolo[2',1':2,3]imidazo[4,5-b]pyridin-2-yl)pyridin-2-yl)oxy)methyl)cyclohexyl)methanol C1(=CC=CC=C1)[C@H]1CCC2=NC=3C(=NC(=CC3)C3=CC(=NC=C3)OCC3CCC(CC3)CO)N21